C1(CCC1)/C=C/C(=O)OC(C)(C)C tert-butyl (2E)-3-cyclobutylacrylate